C1(CCCCC1)CCCCOC=1C=C2C(N(C(C2=CC1N)=O)CC(=O)O)=O 5-(4-cyclohexylbutoxy)-6-amino-N-carboxymethyl-isoindoline-1,3-dione